3-(2-fluoro-4-(trifluoromethyl)phenyl)acryloyl chloride FC1=C(C=CC(=C1)C(F)(F)F)C=CC(=O)Cl